6-Methyl-3-piperidinecarboxylic acid Methyl ester COC(=O)C1CNC(CC1)C